N-aminomethylsulfonyl-isobutyramide NCS(=O)(=O)NC(C(C)C)=O